NC1=C(N2C(=NC(C(=C2)C#N)C2=CC=C(C=C2)[N+](=O)[O-])S1)C1=CC=C(C=C1)Cl amino-3-(4-chlorophenyl)-7-(4-nitrophenyl)-7H-thiazolo[3,2-a]pyrimidine-6-carbonitrile